tert-Butyl 3-(aminomethyl)-4,7-dihydrothieno[2,3-c]pyridine-6(5H)-carboxylate NCC1=CSC=2CN(CCC21)C(=O)OC(C)(C)C